ClC=1C=CC(=C(C1)C1=CC(=C(N=N1)S(=NC(OC(C)(C)C)=O)(=O)C)NC1=CC(=NC=C1)NC(CCN1CCN(CC1)C)=O)F tert-butyl N-{[6-(5-chloro-2-fluorophenyl)-4-({2-[3-(4-methylpiperazin-1-yl)propanamido]pyridin-4-yl}amino)pyridazin-3-yl](methyl)oxo-λ6-sulfanylidene}carbamate